2-((1-(2-fluoro-4-(1H-pyrazol-4-yl)phenyl)piperidin-4-yl)methyl)-1,2-thiazinane 1,1-dioxide FC1=C(C=CC(=C1)C=1C=NNC1)N1CCC(CC1)CN1S(CCCC1)(=O)=O